(6-methoxy-3-nitropyridin-2-yl)ethan-1-amine COC1=CC=C(C(=N1)C(C)N)[N+](=O)[O-]